calcium bis(fluorosulfonyl)amide FS(=O)(=O)[N-]S(=O)(=O)F.[Ca+2].FS(=O)(=O)[N-]S(=O)(=O)F